NC1=NC=NN2C1=C(C=C2C=2C=C(C(=O)N[C@@H]1CN(C[C@@H]1F)C(C(CC)(C(F)(F)F)O)=O)C=CC2F)C(F)(F)F 3-[4-amino-5-(trifluoromethyl)pyrrolo[2,1-f][1,2,4]triazin-7-yl]-4-fluoro-N-[(3R,4S)-4-fluoro-1-[2-hydroxy-2-(trifluoromethyl)butanoyl]pyrrolidin-3-yl]benzamide